methyl 2,3-dihydro-1,4-benzodioxine-8-carboxylate O1CCOC2=C1C(=CC=C2)C(=O)OC